(rac)-(2s,4s)-2-((3r,4r)-3-methyl-4-(3-fluoro-4-(trifluoromethoxy)phenyl)piperidine-1-carbonyl)-7-oxa-5-azaspiro[3.4]octan-6-one C[C@H]1CN(CC[C@H]1C1=CC(=C(C=C1)OC(F)(F)F)F)C(=O)C1CC2(C1)NC(OC2)=O |r|